BrC1=CC=C2CCC(C2=C1)N(C(OCC1=CC(=CC(=C1)C(F)(F)F)C(F)(F)F)=O)C 3,5-bis(trifluoromethyl)benzyl (6-bromo-2,3-dihydro-1H-inden-1-yl)(methyl)carbamate